Ethyl 5-methyl-3-(thietan-3-yl)imidazole-4-carboxylate CC1=C(N(C=N1)C1CSC1)C(=O)OCC